3-(azetidin-3-yl)propane-1-sulfonamide trifluoroacetate FC(C(=O)O)(F)F.N1CC(C1)CCCS(=O)(=O)N